tert-Butyl 4-(2-(7-(2,3-dichloro-6-methoxyphenyl)imidazo[1,2-a]pyridin-2-yl)-2-oxoethyl)piperazine-1-carboxylate ClC1=C(C(=CC=C1Cl)OC)C1=CC=2N(C=C1)C=C(N2)C(CN2CCN(CC2)C(=O)OC(C)(C)C)=O